FC1=C(CN2[C@@H](CCC2=S)CC(=O)N[C@@H](C(C)C)C(=O)NCC(=O)OC)C=CC=C1F Methyl (2-((S)-1-(2,3-difluorobenzyl)-5-thioxopyrrolidin-2-yl)acetyl)-L-valylglycinate